cyclopentyl methyl-vinyl ether CC=COC1CCCC1